2-[[4-chloro-2-(trifluoromethyl)phenyl]methyl]-1-(2,2-dideuterio-2-fluoro-ethyl)-N-[(1R)-1-(4-ethanesulfonylphenyl)-2-hydroxy-ethyl]indole-5-carboxamide ClC1=CC(=C(C=C1)CC=1N(C2=CC=C(C=C2C1)C(=O)N[C@@H](CO)C1=CC=C(C=C1)S(=O)(=O)CC)CC(F)([2H])[2H])C(F)(F)F